tert-butyl 4-[3-[4-[(9S)-9-(2-methoxyethyl)-4,5,13-trimethyl-3-thia-1,8,11,12-tetrazatricyclo[8.3.0.02,6]trideca-2(6),4,7,10,12-pentaen-7-yl]phenyl] propoxy]piperidine-1-carboxylate COCC[C@@H]1N=C(C=2C(=C(SC2N2C(=NN=C12)C)C)C)C1=CC=C(C=C1)CCCOC1CCN(CC1)C(=O)OC(C)(C)C